C/C(=C/CC1OCCO1)/CCCC(C)C (Z)-2-(3,7-dimethyloct-2-en-1-yl)-1,3-dioxacyclopentane